(R)-4,4-Difluoro-2-hydroxymethyl-pyrrolidine-1-carboxylic acid tert-butyl ester C(C)(C)(C)OC(=O)N1[C@H](CC(C1)(F)F)CO